C(C)(=O)O[C@H]([C@@H](CNC(CC1=CC=C(C=C1)C1=CC=CC=C1)=O)OC(C)=O)[C@@H]1O[C@](C[C@@H]([C@H]1NC(COC(C)=O)=O)OC(C)=O)(SC1=CC=C(C=C1)C)C(=O)OC (1R,2R)-3-(2-([1,1'-biphenyl]-4-yl)acetamido)-1-((2R,3R,4S,6R)-4-acetoxy-3-(2-acetoxyacetamido)-6-(methoxycarbonyl)-6-(p-tolylthio)tetrahydro-2H-pyran-2-yl)propane-1,2-diyl diacetate